carbon copper [Cu].[C]